1-(bromoethyl)-3-methoxy-5-nitrobenzene BrCCC1=CC(=CC(=C1)[N+](=O)[O-])OC